3-(5-bromofuro[3,2-b]pyridin-3-yl)piperidine-2,6-dione BrC1=CC=C2C(=N1)C(=CO2)C2C(NC(CC2)=O)=O